PHENYLPROPYL ALCOHOL C1(=CC=CC=C1)CCCO